C(C1=CC=CC=C1)N1CC(CCC1)C=1C=C2C=C(C=NC2=CC1)N1C(NC(C=C1)=O)=O 1-(6-(1-benzylpiperidin-3-yl)quinolin-3-yl)pyrimidine-2,4(1H,3H)-dione